7-oxo-4,5,6,7-tetrahydro-1H-indole-1,2-dicarboxylic acid 1-(tert-butyl) ester 2-ethyl ester CCOC(=O)C=1N(C=2C(CCCC2C1)=O)C(=O)OC(C)(C)C